7'-bromo-8'-methoxy-4'H-spiro[cyclopropane-1,5'-naphtho[2,1-d]isoxazole]-3'-carboxamide BrC=1C=C2C3(CC=4C(=NOC4C2=CC1OC)C(=O)N)CC3